NC1=NC=C(C=C1C1=CC(=C(C=C1)O)OC)C1=CC(=C(C(=C1)OC)OC)OC 4-[2-amino-5-(3,4,5-trimethoxy-phenyl)-3-pyridyl]-2-methoxy-phenol